C(C)(C)(C)OC(=O)N1CCC(CC1)(C#N)C=1C=NC(=CC1)Cl 4-(6-Chloropyridin-3-yl)-4-cyanopiperidine-1-carboxylic acid tert-butyl ester